N-(3-bromophenyl)acetamide Methyl-(S)-2-(4-(6-(benzyloxy)pyridin-2-yl)-2,5-difluorobenzyl)-1-(oxetan-2-ylmethyl)-1H-benzo[d]imidazole-6-carboxylate COC(=O)C=1C=CC2=C(N(C(=N2)CC2=C(C=C(C(=C2)F)C2=NC(=CC=C2)OCC2=CC=CC=C2)F)C[C@H]2OCC2)C1.BrC=1C=C(C=CC1)NC(C)=O